2-[[6,7-dichloro-2-(hydroxymethyl)-3-(1-tetrahydropyran-2-ylpyrazol-4-yl)-1H-indol-4-yl]oxy]acetonitrile ClC1=CC(=C2C(=C(NC2=C1Cl)CO)C=1C=NN(C1)C1OCCCC1)OCC#N